2-amino-N-((R)-cyclopropyl(2-pyrimidinyl)methyl)-N-((6-methoxy-3-pyridazinyl)methyl)-3-methyl-6-quinolinecarboxamide NC1=NC2=CC=C(C=C2C=C1C)C(=O)N(CC=1N=NC(=CC1)OC)[C@@H](C1=NC=CC=N1)C1CC1